IC1=C(C(=O)O)C(=CC(=C1)I)I 2,4,6-triiodo-benzoic acid